4''-((2-ethyl-5,7-dimethyl-3H-imidazo[4,5-b]pyridin-3-yl)methyl)-3,5-dimethyl-[1,1':3',1''-terphenyl]-4'-carboxylic Acid C(C)C1=NC=2C(=NC(=CC2C)C)N1CC1=CC=C(C=C1)C=1C=C(C=CC1C(=O)O)C1=CC(=CC(=C1)C)C